FC(C)(F)C=1C=C(C=CC1)NC(C(C(C)=O)C(F)(F)F)=O N-(3-(1,1-difluoroethyl)phenyl)-3-oxo-2-(trifluoromethyl)butanamide